COC=1C(=NC(=NC1)NC=1C=C(C=CC1)S(=O)(=O)N)N1C[C@@H](N(CC1)C1=CC=CC=C1)C (S)-3-((5-methoxy-4-(3-methyl-4-phenylpiperazin-1-yl)pyrimidin-2-yl)amino)benzenesulfonamide